(R)-(3-(Dimethylamino)pyrrolidin-1-yl)(2-(4-(2-(6-methylpyridin-2-yl)-6,7-dihydro-5H-pyrrolo[1,2-a]imidazol-3-yl)pyridin-2-yl)-4,6-dihydropyrrolo[3,4-d]imidazol-5(1H)-yl)ketone CN([C@H]1CN(CC1)N1C(=NC2=C1CN(C2)C(=O)N2CC=1N(C(=NC1C2)C2=NC=CC(=C2)C2=C(N=C1N2CCC1)C1=NC(=CC=C1)C)N1C[C@@H](CC1)N(C)C)C1=NC=CC(=C1)C1=C(N=C2N1CCC2)C2=NC(=CC=C2)C)C